4-(4-(3-(2-Chloro-6-fluorophenyl)-4-(pyrimidin-2-yl)isoxazol-5-yl)-5-(difluoromethyl)-1H-pyrazol-1-yl)-2-methylbutan-2-ol ClC1=C(C(=CC=C1)F)C1=NOC(=C1C1=NC=CC=N1)C=1C=NN(C1C(F)F)CCC(C)(O)C